C(C)OC(=O)C1=CC=C(C2=CC=CC=C12)C1=NC(=NC(=N1)C(Cl)(Cl)Cl)C(Cl)(Cl)Cl 2-(4-ethoxycarbonylnaphthyl)-4,6-bis(trichloromethyl)s-triazine